8-(1-((tert-butyldimethylsilyl)oxy)-2-nitroethyl)-5-(1,3-dioxolan-2-yl)-6-fluoroisoquinoline [Si](C)(C)(C(C)(C)C)OC(C[N+](=O)[O-])C=1C=C(C(=C2C=CN=CC12)C1OCCO1)F